2-(1-acryloyl-4-(8-chloro-7-(2-chloro-3-fluorophenyl)-4-(3-(dimethyl-amino)azetidin-1-yl)-6-fluoro-1H-imidazo[4,5-c]quinolin-1-yl)piperidin-2-yl)acetonitrile C(C=C)(=O)N1C(CC(CC1)N1C=NC=2C(=NC=3C(=C(C(=CC3C21)Cl)C2=C(C(=CC=C2)F)Cl)F)N2CC(C2)N(C)C)CC#N